C1C(C(CC2CCCCC12)CO)CO (decahydronaphthalene-2,3-diyl)dimethanol